C(C=C)OC(C(=O)O)(C)C 2-(allyloxy)-2-methylpropanoic acid